2-[[5-(3-methoxyphenyl)-1-(pyridin-2-yl)-1H-pyrazol-3-yl]methoxy]-2-methylpropanoic acid COC=1C=C(C=CC1)C1=CC(=NN1C1=NC=CC=C1)COC(C(=O)O)(C)C